C(C)(C)(C)OC(=O)N1CC2=C(CC1)SC1=C2C=C(C=C1)Br 8-bromo-3,4-dihydrobenzo[4,5]thieno[3,2-c]pyridine-2(1H)-carboxylic acid tert-butyl ester